tert-butyl 6-(2-(2-(dimethylamino)-2-methylpropyl)benzo[d]thiazol-5-yl)-3-methyl-3,4-dihydropyridine-1(2H)-carboxylate CN(C(CC=1SC2=C(N1)C=C(C=C2)C2=CCC(CN2C(=O)OC(C)(C)C)C)(C)C)C